tert-butyl (2S,5R)-2,5-dimethyl-4-(piperidin-4-ylmethyl)piperazine-1-carboxylate C[C@@H]1N(C[C@H](N(C1)CC1CCNCC1)C)C(=O)OC(C)(C)C